FC(=C)C(F)(F)F 2,3,3,3-Tetrafluoro-1-propen